C(C1=CC=CC=C1)OC1=C2CCCC2=CC(=C1Br)COC 4-Benzyloxy-5-bromo-6-(methoxymethyl)indane